9H-fluoren-9-ylmethyl 5-amino-3,3-difluoro-piperidine-1-carboxylate NC1CC(CN(C1)C(=O)OCC1C2=CC=CC=C2C=2C=CC=CC12)(F)F